3-(5-chloro-2-methoxyphenyl)-1-methyl-5-(4-(trifluoromethyl)phenyl)-1H-pyrazole ClC=1C=CC(=C(C1)C1=NN(C(=C1)C1=CC=C(C=C1)C(F)(F)F)C)OC